N[C@H]1CN(CCC1)C1N=C2N(CN(C=C2N1CC=C(C)Br)CC1=NC2=CC=CC=C2C(=N1)C)C 8-[(3R)-3-amino-1-piperidinyl]-7-(3-bromo-2-butenyl)-3,7-dihydro-3-methyl-1-[(4-methyl-2-quinazolinyl)methyl]-1H-purine